4-((3-amino-5-((S)-4-amino-2-oxo-8-azaspiro[4.5]decan-8-yl)pyrazin-2-yl)thio)-3-fluoroindolin-2-one NC=1C(=NC=C(N1)N1CCC2([C@H](CC(C2)=O)N)CC1)SC1=C2C(C(NC2=CC=C1)=O)F